copper-tin-zinc-nickel [Ni].[Zn].[Sn].[Cu]